COCCN(C(OC1=C(C2=C(C(C=C(O2)C2=C(C=CC=C2)Cl)=O)C(=C1)O)[C@@H]1[C@@H](CN(CC1)C)O)=O)CC1NCCCC1 2-(2-chlorophenyl)-5-hydroxy-8-[(3S,4R)-3-hydroxy-1-methylpiperidin-4-yl]-4-oxo-4H-1-benzopyran-7-yl (2-methoxyethyl)[(piperidin-2-yl)methyl]carbamate